1-(4-(2-hydroxyethoxy)-3-methylphenyl)-3-(4-isopropyl-2-(p-tolyl)thiazol-5-yl)propan-1-one OCCOC1=C(C=C(C=C1)C(CCC1=C(N=C(S1)C1=CC=C(C=C1)C)C(C)C)=O)C